O=C1NC(CCC1C1=CC=C(C=C1)N1CC(C1)CN1CCN(CC1)CC[C@H](CSC1=CC=CC=C1)NC1=C(C=C(C=C1)C1=C(C(=O)N)C=CC=C1)S(=O)(=O)C(F)(F)F)=O (4-(((2R)-4-(4-((1-(4-(2,6-dioxopiperidin-3-yl)phenyl)azetidin-3-yl)methyl)piperazin-1-yl)-1-(phenylthio)but-2-yl)amino)-3-((trifluoromethyl)sulfonyl)phenyl)benzamide